C1(CCCC1)C=1OC2=C(N1)C=CC(=C2)[N+](=O)[O-] 2-cyclopentyl-6-nitrobenzo[d]oxazole